N-Methyl-DL-Phenylalaninol CN[C@@H](CC1=CC=CC=C1)CO |r|